C[C@@]1(N(CCC1)C1=NC(=C2C(=N1)N(N=C2)C2=CC=C(C=C2)C(C)(C)C)NC(=O)C=2SC(=CC2)[N+](=O)[O-])C(=O)[O-] methyl(1-(4-(tert-butyl)phenyl)-4-(5-nitrothiophene-2-carboxamido)-1H-pyrazolo[3,4-d]pyrimidin-6-yl)-L-prolinate